IC1=NN2C(C=CC=C2NC2CCOCC2)=C1SC(F)(F)F 2-iodo-N-(oxan-4-yl)-3-[(trifluoromethyl)sulfanyl]pyrazolo[1,5-a]pyridin-7-amine